OC1=C(CC(NC1=O)(C)C)C(=O)OCC ethyl 5-hydroxy-2,2-dimethyl-6-oxo-1,2,3,6-tetrahydropyridine-4-carboxylate